FC1=C(C=C(C=C1)F)[C@@H]1N(CCC1)C1=NC=2N(C=C1)N=CC2C(=O)NCCCCCOCCN2CCC(CC2)C2=CC=C(C=C2)NC2C(NC(CC2)=O)=O 5-[(2R)-2-(2,5-difluorophenyl)pyrrolidin-1-yl]-N-[5-[2-[4-[4-[(2,6-dioxo-3-piperidyl)amino]phenyl]-1-piperidyl]ethoxy]pentyl]pyrazolo[1,5-a]pyrimidine-3-carboxamide